C(C)C(CN1C2=CC=CC=C2SC=2C=CC=CC12)CCCC 10-(2-ethylhexyl)phenothiazine